(S)-2-(3-((2-(cyclopropylamino)-6-methoxypyrimidin-4-yl)oxy)pyrrolidin-1-yl)-N-(3-(2-((1,5-dimethyl-1H-pyrazol-3-yl)amino)-5-methylpyrimidin-4-yl)-1H-indol-7-yl)acetamide C1(CC1)NC1=NC(=CC(=N1)O[C@@H]1CN(CC1)CC(=O)NC=1C=CC=C2C(=CNC12)C1=NC(=NC=C1C)NC1=NN(C(=C1)C)C)OC